(monomethylethoxy)zirconium CC(C)O[Zr]